S1C2=C(C=C1)C=1C=CC=3SC=CC3C1C=C2 naphtho[2,1-b:6,5-b']dithiophene